C(C)(=O)OCN1C(N(C(C(=C1)C1=C(C(=CC=C1)F)Cl)=O)[C@H](COC)C)=O [5-(2-chloro-3-fluoro-phenyl)-3-((S)-2-methoxy-1-methyl-ethyl)-2,4-dioxo-3,4-dihydro-2H-pyrimidin-1-yl]-methyl acetate